1,8-bis(phenylthio)-9,10-anthracenedione C1(=CC=CC=C1)SC1=CC=CC=2C(C3=CC=CC(=C3C(C12)=O)SC1=CC=CC=C1)=O